D-3,5-diiodo-tyrosine-methyl ester hydrochloride Cl.COC([C@H](N)CC1=CC(=C(C(=C1)I)O)I)=O